(5R,6S)-5-Hydroxy-6-((S)-5H-imidazo[5,1-a]isoindol-5-yl)-5,6,7,8-tetrahydronaphthalen-2-sulfonamid O[C@H]1C=2C=CC(=CC2CC[C@H]1[C@@H]1N2C(C3=CC=CC=C13)=CN=C2)S(=O)(=O)N